FC1=C(C(=NC(=N1)C=1C=NC(=CC1)C(F)(F)F)OC)C(F)(F)F 6-fluoro-4-methoxy-2-(6-trifluoromethyl-3-pyridyl)-5-trifluoromethylpyrimidine